O1CCN(CC1)C1=CC=2N(C=C1)N=CC2C(=O)O 5-morpholinopyrazolo[1,5-a]pyridine-3-carboxylic acid